methyl (S)-5-(benzyloxy)-6-methoxy-2-(6-(tri-fluoromethyl)benzo[d]oxazol-2-yl)-1,2,3,4-tetrahydroisoquinoline-3-carboxylate C(C1=CC=CC=C1)OC1=C2C[C@H](N(CC2=CC=C1OC)C=1OC2=C(N1)C=CC(=C2)C(F)(F)F)C(=O)OC